C1=CC=CC=2C3=CC=CC=C3C(C12)COC(=O)N[C@@](C(=O)O)(C\C=N/C(=O)OC(C)(C)C)C (R,Z)-2-((((9H-fluoren-9-yl)methoxy)carbonyl)amino)-4-((tert-butoxycarbonyl)imino)-2-methylbutanoic acid